(1R,3R)-3-(5-methyl-2,4-dioxo-6-(prop-1-yn-1-yl)-1,4-dihydrothieno[2,3-d]pyrimidine-3(2H)-yl)cyclobutane-1-carboxylic acid tert-butyldiphenylsilyl ester [Si](C1=CC=CC=C1)(C1=CC=CC=C1)(C(C)(C)C)OC(=O)C1CC(C1)N1C(NC2=C(C1=O)C(=C(S2)C#CC)C)=O